2-((5-fluoroquinazolin-4-yl)amino)-4-((2-methoxyethyl)(4-(5,6,7,8-tetrahydro-1,8-naphthyridin-2-yl)butyl)amino)butanoic acid FC1=C2C(=NC=NC2=CC=C1)NC(C(=O)O)CCN(CCCCC1=NC=2NCCCC2C=C1)CCOC